3,5-di-tert-butyl-4-hydroxybenzylaniline C(C)(C)(C)C=1C=C(CNC2=CC=CC=C2)C=C(C1O)C(C)(C)C